ClC1=C(C#N)C=C(C=C1OC1=C(N=CN(C1=O)CC1=NNC(C=C1)=O)C(F)(F)F)Cl 2,5-dichloro-3-((6-oxo-1-((6-oxo-1,6-dihydropyridazin-3-yl)methyl)-4-(trifluoromethyl)-1,6-dihydropyrimidin-5-yl)oxy)benzonitrile